BrC1=C(C=C(C=C1)S(=O)(=O)NC1CC(C1)(C(F)(F)F)O)C 4-bromo-N-(3-hydroxy-3-(trifluoromethyl)cyclobutyl)-3-methylbenzenesulfonamide